CC1=C(C(=O)OC)C=CC(=C1)C1NCCNC1 Methyl 2-methyl-4-(piperazin-2-yl)benzoate